FC=1C=C(C=CC1)[C@@H]([C@@H]1[C@@H]2N(C(C=3N1N=CC(C3O)=O)=O)[C@H](CC2)C)C2=CC=C(C=C2)F (7S,9aR,10R)-10-((S)-(3-fluorophenyl)(4-fluorophenyl)methyl)-4-hydroxy-7-methyl-8,9,9a,10-tetrahydro-7H-pyrrolo[1',2':4,5]pyrazino[1,2-b]pyridazine-3,5-dione